3-(4-trimethylsilanyl-1-piperazinyl)propyltriethoxysilane C[Si](N1CCN(CC1)CCC[Si](OCC)(OCC)OCC)(C)C